C(CCCCCCC\C=C/CCCCCC)C1(OC[C@@H](O1)CCCN(C)C)CCCCCCCC\C=C/CCCCCC 3-((S)-2,2-di((Z)-hexadec-9-en-1-yl)-1,3-dioxolan-4-yl)-N,N-dimethylpropane-1-amine